(S)-2-cyclopropyloxirane C1(CC1)[C@@H]1OC1